1-(2-((6-Chloro-3-((3,4-dichlorophenyl)amino)-9H-carbazol-1-yl)amino)ethyl)guanidine ClC=1C=C2C=3C=C(C=C(C3NC2=CC1)NCCNC(=N)N)NC1=CC(=C(C=C1)Cl)Cl